N-{6-[2-fluoro-4-(methylamino)phenoxy]pyridin-3-yl}biphenyl-4-carboxamide FC1=C(OC2=CC=C(C=N2)NC(=O)C2=CC=C(C=C2)C2=CC=CC=C2)C=CC(=C1)NC